C(C)(C)(C)OC(=O)N[C@H]1C[C@](CC1)(C(=O)N1CC=2C=C(C(=NC2CC1)CCCCOC=1C=C(C(=O)OC)C=CC1)C(F)(F)F)C(C)C Methyl 3-(4-(6-((1S,3R)-3-((tert-butoxycarbonyl)amino)-1-isopropylcyclopentane-1-carbonyl)-3-(trifluoromethyl)-5,6,7,8-tetrahydro-1,6-naphthyridin-2-yl)butoxy)benzoate